Methoxypropyl-Nitrilopropyl-Dimethylsilane COCCC[Si](C#N)(C)CCC